C(C)[C@]1(CCC=2C1=NC(=CC2)N2N(C(C=1C2=NC(=NC1)NC1=CC=C(C=C1)N1CCN(CC1)C)=O)CC=C)O 1-[(7R)-7-ethyl-7-hydroxy-5,6-dihydro-cyclopenta[b]pyridin-2-yl]-6-[4-(4-methylpiperazin-1-yl)anilino]-2-prop-2-enylpyrazolo[3,4-d]pyrimidin-3-one